C(C1=CC=CC=C1)C1C(OC(C1)COC1=C(C=CC=C1)[N+](=O)[O-])=O 3-benzyl-5-((2-nitrophenoxy)methyl)-dihydrofuran-2(3H)-one